3-methyl-6-(3-pyridyloxy)imidazo[4,5-b]pyridin-2-amine CN1C(=NC=2C1=NC=C(C2)OC=2C=NC=CC2)N